2,6-dimethyl-4H-thiopyran CC=1SC(=CCC1)C